NC1=NC=C(C=C1C=1N=C(C2=CC(=CC=C2C1)F)O)C1=CC(=C(C(=C1)C)N1CCN(CC1)C)C (2-amino-5-(3,5-dimethyl-4-(4-methylpiperazin-1-yl)phenyl)pyridin-3-yl)-7-fluoroisoquinolin-1-ol